N1(CCOCC1)C1=CC=C(C=N1)NC=1N=CC2=C(N1)C(=NC=C2)C=2C=C(C=CC2)NS(=O)(=O)C=C N-(3-(2-((6-morpholinylpyridin-3-yl)amino)pyrido[3,4-d]pyrimidin-8-yl)phenyl)ethenesulfonamide